BrC(C1=C(C=CC=C1)C(Br)Br)Br 1,2-bis(dibromomethyl)benzene